N-[2-[bis(carboxymethyl)amino]ethyl]-L-glycine C(=O)(O)CN(CCNCC(=O)O)CC(=O)O